C1(CCCCCC1)C=1N=C(C2=C(C=NNC2=O)N1)NC1=CC=C(C=C1)N1CCCCC1 1-(4-((2-Cycloheptyl-5-oxo-5,6-dihydropyrimido[4,5-d]pyridazin-4-yl)amino)phenyl)piperidin